bismuth(3+) neodecanoate C(CCCCCC(C)(C)C)(=O)[O-].[Bi+3].C(CCCCCC(C)(C)C)(=O)[O-].C(CCCCCC(C)(C)C)(=O)[O-]